(4S)-N-(3-chloro-4-fluorophenyl)-1-(2-(2,2-dimethyl-1,3-dioxolan-4-yl)ethyl)-N-methyl-3-(6-methyl-4-(trifluoromethyl)pyridin-2-yl)-2-oxoimidazolidine-4-carboxamide ClC=1C=C(C=CC1F)N(C(=O)[C@H]1N(C(N(C1)CCC1OC(OC1)(C)C)=O)C1=NC(=CC(=C1)C(F)(F)F)C)C